O1CCN(CC1)C1=NN=CS1 5-morpholino-1,3,4-thiadiazol